1,3-diazabicyclo[1.1.1]pentane N12CN(C1)C2